CCCCCC(/C=C/C(=O)O)O The molecule is a medium-chain fatty acid that is non-2-enoic acid substituted at position 4 by a hydroxy group. It is an olefinic fatty acid, a hydroxy fatty acid, a medium-chain fatty acid and a straight-chain fatty acid.